C1(CCCCC1)C=1C=CC(=C(C(=O)N[C@H]2[C@H](C/3CCC2\C3=C/C(F)(F)F)C(=O)NC3=CC(=C(C=C3)F)C(F)(F)F)C1)OC (2S,3R,7Z)-3-(5-cyclohexyl-2-methoxybenzamido)-N-[4-fluoro-3-(trifluoromethyl)phenyl]-7-(2,2,2-trifluoroethylidene)bicyclo[2.2.1]heptane-2-carboxamide